ethyl (R,Z)-4-((1S,3S,4S)-2-((3-chlorophenyl)-L-leucyl)-5,5-difluoro-2-azabicyclo[2.2.2]octane-3-carboxamido)-2-fluoro-5-((R)-2-oxopyrrolidin-3-yl)pent-2-enoate ClC=1C=C(C=CC1)N[C@@H](CC(C)C)C(=O)N1[C@@H]2CC([C@H]([C@H]1C(=O)N[C@@H](\C=C(\C(=O)OCC)/F)C[C@@H]1C(NCC1)=O)CC2)(F)F